2-methylpyridinium CC1=[NH+]C=CC=C1